CN(C(O[C@H]1OC2=C(C3=C(N=C(S3)C3=C4N=CC(=NC4=CC(=C3)CO)OC)C(=C2)F)OC1)=O)C1=CC(=NC=C1)C (R)-(4-fluoro-2-(7-(hydroxymethyl)-2-methoxyquinoxalin-5-yl)-7,8-dihydro-[1,4]dioxino[2',3':3,4]benzo[1,2-d]thiazol-7-yl) methyl(2-methylpyridin-4-yl)carbamate